OC1(CCN(CC1)C(=O)OC(C)(C)C)C(N[C@H](C(=O)OC)CC=C)=O tert-Butyl (S)-4-hydroxy-4-((1-methoxy-1-oxopent-4-en-2-yl)carbamoyl)piperidine-1-carboxylate